4-[(1R)-2-isopropoxy-1-methyl-ethyl]sulfanyl-6-[1-[(3S)-3-piperidyl]pyrazol-4-yl]pyrazolo[1,5-a]pyridine-3-carbonitrile C(C)(C)OC[C@@H](C)SC=1C=2N(C=C(C1)C=1C=NN(C1)[C@@H]1CNCCC1)N=CC2C#N